7-(1H-indazol-4-yl)-9-(1,1,1-trifluoro-2-propanyl)-7,9-dihydro-8H-purine-8-one N1N=CC2=C(C=CC=C12)N1C(N(C2=NC=NC=C12)C(C(F)(F)F)C)=O